C(C)(C)(C)OC(CC1=C(C=CC(=C1)Cl)SCC1=CC=CC=C1)=O [2-(benzylsulfanyl)-5-chlorophenyl]acetic acid tert-butyl ester